FC=1C=C(C=C2C(N(C(S2)=NN=C2C(NC3=CC=C(C=C23)F)=O)C2=CC(=CC=C2)OC)=O)C=CC1O 3-(2-(5-(3-fluoro-4-hydroxybenzylidene)-3-(3-methoxyphenyl)-4-oxothiazolidine-2-ylidene)hydrazono)-5-fluoro-1H-indol-2-one